ethyl N-isopropyl-P-(4-(5-(trifluoromethyl)-1,3,4-oxadiazol-2-yl)benzyl)phosphonamidate C(C)(C)NP(OCC)(=O)CC1=CC=C(C=C1)C=1OC(=NN1)C(F)(F)F